1,4-phenylenebis[(3-aminophenyl)methanone] C1(=CC=C(C=C1)C(=O)C1=CC(=CC=C1)N)C(=O)C1=CC(=CC=C1)N